6,6'-difluoro-1H,1'H-2,2'-biindole FC1=CC=C2C=C(NC2=C1)C=1NC2=CC(=CC=C2C1)F